(S)-3,3,3-trifluoropropane-1,2-diamine dihydrochloride Cl.Cl.FC([C@H](CN)N)(F)F